FC(C1=CC=C(C=C1)C=1N=C(N2C1C=CC=C2)[C@@H]2C[C@H](C2)C(=O)O)(F)F trans-3-(1-(4-(trifluoromethyl)phenyl)imidazo[1,5-a]pyridin-3-yl)cyclobutane-1-carboxylic acid